N1=C(C=CC=C1)NC=1SC=C(N1)C1=CC=C(C(=O)NC2=CC=NC=C2)C=C1 4-(2-(Pyridin-2-ylamino)thiazol-4-yl)-N-(pyridin-4-yl)benzamid